4-(Methylaminomethyl)-2-azabicyclo[2.1.1]hexane-2-carboxylic acid tert-butyl ester C(C)(C)(C)OC(=O)N1C2CC(C1)(C2)CNC